N(=N[Cr])[Cr] azochromium